C(C)N1N=C(C2=C1C(NCC1(CCOCC1)C2)=O)CC(COC(C2=CC(=CC=C2)S(=O)(=O)CC)=O)(C)C 3-Ethylsulfonylbenzoic acid [3-(1-ethyl-8-oxo-spiro[6,7-dihydro-4H-pyrazolo[3,4-c]azepin-5,4'-tetrahydropyran]-3-yl)-2,2-dimethyl-propyl] ester